(S)-3-amino-N,5-dimethyl-4-oxo-N-(pyridin-4-yl)-2,3,4,5-tetrahydrobenzo[b][1,4]oxazepin-7-carboxamide hydrochloride Cl.N[C@@H]1C(N(C2=C(OC1)C=CC(=C2)C(=O)N(C2=CC=NC=C2)C)C)=O